S(CCC(=O)OCCCCCCCCCCCCCC)CCC(=O)OCCCCCCCCCCCCCC dimyristyl thio-di-propionate